3-butyl-7-iodo-8-methoxy-3-methyl-5-phenyl-2,3,4,5-tetrahydro-1,5-benzothiazepine C(CCC)C1(CSC2=C(N(C1)C1=CC=CC=C1)C=C(C(=C2)OC)I)C